ClC1=CC=C(C=C1)[C@@]1(N(C(C2=CC(=CC(=C12)F)C(C)(O)C1CCS(CC1)(=O)=O)=O)CC1=NC=C(C=C1)Cl)OC 4-{1-[(1R)-1-(4-Chlorophenyl)-2-[(5-chloropyridin-2-yl)methyl]-7-fluoro-1-methoxy-3-oxo-2,3-dihydro-1H-isoindol-5-yl]-1-hydroxyethyl}-1λ6-thian-1,1-dion